C(C)[C@@H]1N(CCCC1)C(C[C@@H](C(=O)N[C@@H](C)C1=NC2=C(N1)C=CC=C2F)NC2=NC(=NO2)C(C)C)=O (2S)-4-[(2S)-2-ethyl-1-piperidyl]-N-[(1S)-1-(4-fluoro-1H-benzimidazol-2-yl)ethyl]-2-[(3-isopropyl-1,2,4-oxadiazol-5-yl)amino]-4-oxo-butanamide